N-(2-(2-(1H-tetrazol-5-yl)phenyl)-6-(benzyl(isobutyl)amino)pyridin-4-yl)-2-(3,4-difluorophenyl)acetamide N1N=NN=C1C1=C(C=CC=C1)C1=NC(=CC(=C1)NC(CC1=CC(=C(C=C1)F)F)=O)N(CC(C)C)CC1=CC=CC=C1